biphenyl-4,4'-diylbis(oxy-2,1-ethanediyl) dimethacrylate C(C(=C)C)(=O)OCCOC1=CC=C(C=C1)C1=CC=C(C=C1)OCCOC(C(=C)C)=O